[N+](=O)([O-])[NH-] Nitrylamide